alpha-methyl-benzyl-amine bromide [Br-].CC(C1=CC=CC=C1)N